The molecule is a fluoroindole that is 6-fluoroindole in which the hydrogen at position 3 has been replaced by a 2-(pyridin-3-yl)vinyl group (trans configuration). It is a selective inhibitor of tryptophan 2,3-dioxygenase (TDO), which directs the conversion of trypophan to kynurenin. It has a role as an EC 1.13.11.11 (tryptophan 2,3-dioxygenase) inhibitor. It is a fluoroindole, a member of pyridines and an olefinic compound. C1=CC(=CN=C1)/C=C/C2=CNC3=C2C=CC(=C3)F